O=C1NC(CCC1N1C(C2=CC=C(C=C2C1=O)N1CCN(CC1)C(=O)C1=CC=C(C(=O)OC(C)(C)C)C=C1)=O)=O tert-butyl 4-[4-[2-(2,6-dioxopiperidin-3-yl)-1,3-dioxoisoindol-5-yl]piperazine-1-carbonyl]benzoate